ClC=1C=C(C=CC1)B(O)O (3-chlorophenyl)boronic acid